[N+](=O)([O-])C1=CC(=CN=N1)C(=O)N 6-nitropyridazine-4-carboxamide